hexadecadiene CCCCCCCCCCCC/C=C/C=C